methyl (1R,2S)-1-hydroxy-2-[(5S)-5H-imidazo[4,3-a]isoindol-5-yl]-8-azaspiro[4.5]decane-8-carboxylate O[C@@H]1[C@@H](CCC12CCN(CC2)C(=O)OC)[C@@H]2N1C(C3=CC=CC=C23)=CN=C1